(S)-2-(4-(benzo[d]oxazol-2-yl)-5-hydroxy-1-methyl-6-oxo-1,6-dihydropyrimidin-2-yl)-1-cyclopentyl-1,2,3,4-tetrahydroisoquinoline-6-carboxylic acid O1C(=NC2=C1C=CC=C2)C=2N=C(N(C(C2O)=O)C)N2[C@H](C1=CC=C(C=C1CC2)C(=O)O)C2CCCC2